FC1=NC=CC(=C1C1=CCC(CC1)CC(=O)OCC)C ethyl 2-(4-(2-fluoro-4-methylpyridin-3-yl)cyclohex-3-en-1-yl)acetate